FC1(CC(C1)(C1=CC(=CC=C1)[N+](=O)[O-])CC(=O)NN)F 2-[3,3-difluoro-1-(3-nitrophenyl)cyclobutyl]acetohydrazide